C(C)(C)(C)[Si](OC(CN(CCCOC(=O)N[C@H](C(=O)O)CCC1=CC=CC=C1)CC(CCCCCCCCCC)O[Si](C(C)(C)C)(C)C)CCCCCCCCCC)(C)C (S)-2-[3-(bis{2-[(tert-butyl)bis(methyl)siloxy]dodecyl}amino)propoxycarbonylamino]-4-phenylbutyric acid